FC=1C=C(C=NC1)C=1OC2=C(C=C(C=C2C(C1C)=O)C)[C@@H](C)NC=1C(=NC=CC1)C(=NO)N 3-[[(1R)-1-[2-(5-Fluoro-3-pyridyl)-3,6-dimethyl-4-oxo-chromen-8-yl]ethyl]-amino]-N'-hydroxy-pyridine-2-carboxamidine